2,4-bis(dimethylaminomethyl)phenol CN(C)CC1=C(C=CC(=C1)CN(C)C)O